6-(3-isopropyl-5-((1-(oxetan-3-yl)azetidin-3-yl)methoxy)-1H-indol-2-yl)-8-methyl-[1,2,4]triazolo[1,5-a]pyridine C(C)(C)C1=C(NC2=CC=C(C=C12)OCC1CN(C1)C1COC1)C=1C=C(C=2N(C1)N=CN2)C